S-(5-(((((2S,5R)-2-carbamoyl-7-oxo-1,6-diazabicyclo[3.2.1]octan-6-yl)oxy)sulfonyl)oxy)-4,4-dimethylpentyl) ethanethioate C(C)(SCCCC(COS(=O)(=O)ON1[C@@H]2CC[C@H](N(C1=O)C2)C(N)=O)(C)C)=O